5-(1-(2,2-difluoroethyl)-2-methyl-1H-imidazo[4,5-b]pyridin-6-yl)-N-(oxetan-3-ylmethyl)pyrrolo[2,1-f][1,2,4]triazin-2-amine FC(CN1C(=NC2=NC=C(C=C21)C=2C=CN1N=C(N=CC12)NCC1COC1)C)F